C(#N)C1=CC=C(C=C1)[C@@H](CN[C@H](C(=O)NC1=CC2=C(NC(N2C)=O)C=C1)C1=CC=CC=C1)C (S)-2-(((S)-2-(4-cyanophenyl)propyl)amino)-N-(3-methyl-2-oxo-2,3-dihydro-1H-benzo[d]imidazol-5-yl)-2-phenylacetamide